FC1(CN(CC1)[C@@H]1C[C@H](C1)NC(=O)C=1C2=C(N=C(N1)N1C=NC=C1)CCC2)F N-((trans)-3-(3,3-difluoropyrrolidin-1-yl)cyclobutyl)-2-(1H-imidazol-1-yl)-6,7-dihydro-5H-cyclopenta[d]pyrimidine-4-carboxamide